N-((3R,6S)-1-([1,2,4]triazolo[4,3-a]pyridin-3-yl)-6-methylpiperidin-3-yl)-5-(trifluoromethyl)pyrimidin-2-amine N=1N=C(N2C1C=CC=C2)N2C[C@@H](CC[C@@H]2C)NC2=NC=C(C=N2)C(F)(F)F